C(C)(C)[C@H]1CC[C@H](CC1)N1CCC(CC1)N1C(=CC2=CC(=CC=C12)C)CN (1-(1-(cis-4-isopropylcyclohexyl)piperidin-4-yl)-5-methyl-1H-indole-2-yl)methanamine